(1'R,2'R)-5'-methyl-4-(2-methylpentyl)-2'-(prop-1-en-2-yl)-1',2',3',4'-tetrahydro-[1,1'-biphenyl]-2,6-diol CC=1CC[C@H]([C@@H](C1)C=1C(=CC(=CC1O)CC(CCC)C)O)C(=C)C